C(C1CC(C(CC1)N)C(C)(C)CC)C1CC(C(CC1)N)C(C)(C)CC 4,4'-methylenebis(2-(tert-amyl)cyclohexylamine)